(2S)-N-(2,2-difluoro-[1,3]dioxolo[4',5':4,5]benzo[1,2-d]thiazol-6-yl)-2-((3R)-3-fluoro-5-(6-methoxypyridin-3-yl)piperidin-1-yl)propanamide FC1(OC=2C(=CC3=C(N=C(S3)NC([C@H](C)N3C[C@@H](CC(C3)C=3C=NC(=CC3)OC)F)=O)C2)O1)F